BrC=1C2=CN(N=C2C=CC1)CC(=O)C1=CC=C(C=C1)OCCN(C)C 2-(4-bromo-2H-indazol-2-yl)-1-{4-[2-(dimethylamino)ethoxy]phenyl}ethan-1-one